2-(2,5-Dichlorophenyl)-N-[1-(2-fluorophenyl)-5-oxopyrrolidin-3-yl]acetamid ClC1=C(C=C(C=C1)Cl)CC(=O)NC1CN(C(C1)=O)C1=C(C=CC=C1)F